C(=CC=C)C1C(CCCC1)(O)C=CC=O 3-(2-(buta-1,3-dien-1-yl)-1-hydroxycyclohexyl)acrylaldehyde